(6-((R)-3-(2-ethoxyphenoxy)piperidin-1-yl)pyrazin-2-ylcarbamoyl)cyclopentane-1-carboxylic acid C(C)OC1=C(O[C@H]2CN(CCC2)C2=CN=CC(=N2)NC(=O)C2(CCCC2)C(=O)O)C=CC=C1